C(C)C(C(=O)[O-])CCCC.C(CCC)N1C=[N+](C=C1)CCCC 1,3-dibutylimidazolium 2-ethylhexanoate